1-(4-isobutylphenyl)propanal C(C(C)C)C1=CC=C(C=C1)C(CC)=O